O[C@@]1(C2(C(=C3C(=C(C=C3C1=O)C)CCC=NNC(=O)N)C)CC2)C (R)-2-(3-(6'-hydroxy-2',4',6'-trimethyl-7'-oxo-6',7'-dihydrospiro[cyclopropane-1,5'-inden]-3'-yl)propylidene)hydrazine-1-carboxamide